C1(=CC=CC=C1)C1=NC(=NC(=N1)C1=CC=CC=C1)C1=CC(=C(C(=C1C1=CC=CC=C1)F)F)C#N 6-(4,6-diphenyl-1,3,5-triazin-2-yl)-2,3-difluoro-[1,1'-biphenyl]-4-carbonitrile